C(CCCCCCC)NCCNCCN 1-octyldiethylenetriamine